Glycidoxyacetic acid tert-butyl ester C(C)(C)(C)OC(COCC1CO1)=O